C(C1=CC=CC=C1)OC(NCCOC1=CC2=C(N=C(S2)C2=C3N=CC(=NC3=CC(=C2)C)COC)C(=C1)C)=O 2-(2-(2-(methoxymethyl)-7-methylquinoxalin-5-yl)-4-methylbenzo[d]Thiazol-6-yloxy)ethylcarbamic acid benzyl ester